N-[(1s,4s)-4-{[2,6-bis(trifluoromethyl)pyridin-4-yl]amino}cyclohexyl]-5,6,7,8-tetrahydronaphthalene-2-carboxamide FC(C1=NC(=CC(=C1)NC1CCC(CC1)NC(=O)C1=CC=2CCCCC2C=C1)C(F)(F)F)(F)F